FC1=C(C(=O)N[C@H](C(C)C)C(=O)OC)C=C(C=C1)C(F)(F)F methyl (2-fluoro-5-(trifluoromethyl)benzoyl)-D-valinate